5-bromo-N2-methylpyrazine-2,3-diamine BrC=1N=C(C(=NC1)NC)N